(2S)-2-(1-chlorocyclopropyl)-4-[(1S)-2,2-dichlorocyclopropyl]-1-(1H-1,2,4-triazol-1-yl)butane-2-ol ClC1(CC1)[C@@](CN1N=CN=C1)(CC[C@@H]1C(C1)(Cl)Cl)O